COC(=O)C1C2CNC(C1)C2 cis-2-azabicyclo[2.2.1]heptane-5-carboxylic acid methyl ester